(2s,4r)-4-hydroxy-2-(6-methoxybenzo[d]thiazol-2-yl)pyrrolidine-1-carboxylic acid tert-butyl ester C(C)(C)(C)OC(=O)N1[C@@H](C[C@H](C1)O)C=1SC2=C(N1)C=CC(=C2)OC